N,N-dimethyl-aminoethyl(methyl)acrylate CN(C)CCOC(C(=C)C)=O